4-chloro-3-iodo-7H-pyrrolo[2,3-d]Pyrimidine ClC1=C2C(=NCN1I)NC=C2